(2R)-4-(6-amino-4-methoxypyridin-3-yl)-2-[(1S)-1-hydroxyethyl]piperazine-1-carboxylic acid tert-butyl ester C(C)(C)(C)OC(=O)N1[C@H](CN(CC1)C=1C=NC(=CC1OC)N)[C@H](C)O